S1C=NC2=C1C(=CC=C2)C2=CC=C(C=C2)[C@H](CO)NC(N(C)C=2N=C(SC2)C#C)=O (R)-3-(1-(4-(Benzo[d]thiazol-7-yl)phenyl)-2-hydroxyethyl)-1-(2-ethynylthiazol-4-yl)-1-methylurea